2,2-difluoro-N-(3-iodo-4-nitrophenyl)-N-methylacetamide FC(C(=O)N(C)C1=CC(=C(C=C1)[N+](=O)[O-])I)F